(hex-5-en-1-yloxy)trimethylsilane C(CCCC=C)O[Si](C)(C)C